tert-butyl 4-[(4R)-5-benzyloxy-3,3-dimethyl-5-oxo-4-(phenoxycarbonylamino)pentyl]piperazine-1-carboxylate C(C1=CC=CC=C1)OC([C@@H](C(CCN1CCN(CC1)C(=O)OC(C)(C)C)(C)C)NC(=O)OC1=CC=CC=C1)=O